Cl.COC=1C=C2C[C@@H](C2=CC1OC)CN(CCCN1CCC2=C(CC1=O)C=C(C(=C2)OC)OC)C 3-(3-{[((7S)-3,4-dimethoxybicyclo[4.2.0]oct-1,3,5-trien-7-yl)methyl]methylamino}propyl)-1,3,4,5-tetrahydro-7,8-dimethoxy-2H-3-benzazepine-2-one hydrochloride